NC1=CC(=C(C=C1)C1CC2(CN(C2)C(=O)OC(C)(C)C)C1)F tert-butyl 6-(4-amino-2-fluorophenyl)-2-azaspiro[3.3]heptane-2-carboxylate